(trans)-3-[[2-[4-bromo-3-(hydroxymethyl)-5-(trifluoromethyl)anilino]-5-methyl-pyrimidin-4-yl]amino]tetrahydropyran-4-carbonitrile BrC1=C(C=C(NC2=NC=C(C(=N2)N[C@@H]2COCC[C@H]2C#N)C)C=C1C(F)(F)F)CO